C1(CC1)C1=NNC(=C1)NC1=CC2=C(C(=NO2)NS(=O)(=O)C2=C(C=C(C=C2OC)C2CCN(CC2)C2COC2)OC)C=C1OC N-{6-[(3-cyclopropyl-1H-pyrazol-5-yl)amino]-5-methoxy-1,2-benzoxazol-3-yl}-2,6-dimethoxy-4-[1-(oxetan-3-yl)piperidin-4-yl]benzene-1-sulfonamide